NC(CN1C(CN(CCN(CCN(CC1)CC(N)=O)CC(N)=O)CC(=O)O)CC1=CC=C(C=C1)N=C=S)=O 2-(4,7,10-tris(2-amino-2-oxoethyl)-3-(4-isothiocyanatobenzyl)-1,4,7,10-tetraazacyclododecan-1-yl)acetic acid